O[C@H]1[C@H](O[C@@]2([C@@H](CCO2)NC(=O)C2=CC=C(C3=CC=CC=C23)C)[C@@H]([C@H]1N1N=NC(=C1)C1=CC(=C(C(=C1)F)F)F)O)CO N-((4R,5S,7R,8R,9S,10R)-8,10-dihydroxy-7-(hydroxymethyl)-9-(4-(3,4,5-trifluorophenyl)-1H-1,2,3-triazol-1-yl)-1,6-dioxaspiro[4.5]decan-4-yl)-4-methyl-1-naphthamide